C(C)(C)C1=C(C(=CC=C1)C(C)C)C1=CC=C(S1)C1=CC=C(C2=NSN=C21)C=2SC(=CC2)C2=C(C=CC=C2C(C)C)C(C)C 4,7-Bis[5-(2,6-di-iso-propylphenyl)-2-thienyl]benzo[c]1,2,5-thiadiazol